1-(2-((2S)-5-fluoro-2-((6-methylpyridin-2-yl)carbamoyl)azepan-1-yl)-2-oxoethyl)-5-(pyridin-3-yl)-1H-indole-3-carboxamide FC1CC[C@H](N(CC1)C(CN1C=C(C2=CC(=CC=C12)C=1C=NC=CC1)C(=O)N)=O)C(NC1=NC(=CC=C1)C)=O